2-cyanoethoxy-N,N-diisopropyl-aminochlorophosphine C(#N)CCOP(Cl)N(C(C)C)C(C)C